tetrahydro-2H-pyran-3,4,5-trisyl triacetate C(C)(=O)OC1COCC(C1OC(C)=O)OC(C)=O